CN(C)CC1=C(C=CC=C1)C=1C=C(SC1)C(C)NC1=NC(=NC2=CC(=C(C=C12)OC)C(=O)N1CCOCC1)OC (4-((1-(4-(2-((dimethylamino)methyl)phenyl)thiophen-2-yl)ethyl)amino)-6-methoxy-2-methoxyquinazoline-7-yl)(morpholino)methanone